[Cl-].FC1=C(C=CC(=N1)[C@@H]([NH3+])C1=CC=CC=C1)C(C)C (S)-(6-fluoro-5-isopropylpyridin-2-yl)(phenyl)methanaminium chloride